C(C1=CC=CC=C1)[Al]CC1=CC=CC=C1 di(benzyl)aluminum